1-methoxy-4-(2-methyl-3-phenethoxyallyl)benzene COC1=CC=C(C=C1)CC(=COCCC1=CC=CC=C1)C